(2R,4S)-4-fluoro-2-methylpyrrolidin F[C@H]1C[C@H](NC1)C